N=1NN=NC1C1=CC=C(C=C1)N(C1=CC=C(C=C1)C=1N=NNN1)C1=CC=C(C=C1)C=1N=NNN1 tris(4-(2H-tetrazole-5-yl)phenyl)amine